[O-]S(=O)(=O)C(F)(F)F.C(CCCCCCCC)[NH+]1C=C(C=C1)CCCC 1-Nonyl-3-butylpyrrolium triflat